N1C(=NCC1)SCCCN1CCCCCC1 1-(3-((4,5-dihydro-1H-imidazol-2-yl)thio)propyl)azepane